(S)-3-(benzyl-((S)-3-(benzyloxy)-2-hydroxypropyl)amino)-2-fluoro-1-propanol C(C1=CC=CC=C1)N(C[C@@H](CO)F)C[C@@H](COCC1=CC=CC=C1)O